COC(=O)C1CCN(CC1)C1=NC(=CN=C1C1=CC=C(C=C1)S(=O)(=O)C)CCCC 1-(6-butyl-3-(4-(methylsulfonyl)phenyl)pyrazin-2-yl)piperidine-4-carboxylic acid methyl ester